[Cl-].C(=O)(O)C1C[NH+]=C2CC3=C(CC2C1)C(=CC=C3)OC 3-carboxy-6-methoxy-2,3,4,4a,5,10-hexahydrobenzo[g]quinolin-1-ium chloride